4-[(2-fluorophenyl)sulfonyl]benzoic acid FC1=C(C=CC=C1)S(=O)(=O)C1=CC=C(C(=O)O)C=C1